ClC=1C(=C(C(N(C1C)C)=O)C(=O)O)C1=CC(=C(C=C1)Cl)Cl 5-chloro-4-(3,4-dichlorophenyl)-1,6-dimethyl-2-oxo-pyridine-3-carboxylic acid